BrC=1C=CC=2C=3C=CC=CC3C3=C(C=C(N3)C3=CC=CC=C3)C2C1 5-bromo-2-phenylphenanthro[9,10-d]Azole